trans-1-[3a-Methoxy-5-(1,4,6,7-tetrahydrotriazolo[4,5-c]pyridin-5-carbonyl)-3,4,6,6a-tetrahydro-1H-pyrrolo[3,4-c]pyrrol-2-yl]-3-[4-(trifluoromethoxy)phenyl]propan-1-on CO[C@@]12[C@H](CN(C1)C(=O)N1CC3=C(CC1)NN=N3)CN(C2)C(CCC2=CC=C(C=C2)OC(F)(F)F)=O